OCCC(C(=O)O)C(=O)O 2-(2-hydroxyethyl)-malonic acid